(R)-(+)-2-octanol C[C@H](CCCCCC)O